2-(2H-1,2,3-triazole-2-yl)-5-methylbenzoyl chloride N=1N(N=CC1)C1=C(C(=O)Cl)C=C(C=C1)C